1,6-dihydro-7H-imidazo[4,5-b]pyridin-7-one N1C=NC=2N=CCC(C21)=O